5-(2-(4-((1-(5-(benzo[4,5]imidazo[1,2-a]pyrimidin-2-yl)-3-(trifluoromethyl)pyridin-2-yl)azetidin-3-yl)oxy)piperidin-1-yl)ethoxy)-2-(2,6-dioxopiperidin-3-yl)isoindoline-1,3-dione N=1C=2N(C=CC1C=1C=C(C(=NC1)N1CC(C1)OC1CCN(CC1)CCOC=1C=C3C(N(C(C3=CC1)=O)C1C(NC(CC1)=O)=O)=O)C(F)(F)F)C1=C(N2)C=CC=C1